3-hydroxypropyl-methacrylate OCCCOC(C(=C)C)=O